C1=C2C=3C=C4C(=CC3N(C2=CC=C1)C=1C(=C(C=CC1)N(C1=CC=CC2=CC=CC=C12)C1=CC=CC2=CC=CC=C12)Br)C=CC=C4 N-(3-(5H-benzo[b]carbazol-5-yl)-2-bromophenyl)-N-(naphthalen-1-yl)naphthalen-1-amine